NCCCCOC=1C=C(C=C(C1)C(F)(F)F)NS(=O)(=O)C1=C(C=C(C=C1C(C)C)C(C)C)C(C)C N-(3-(4-aminobutoxy)-5-(trifluoromethyl)phenyl)-2,4,6-triisopropylbenzenesulfonamide